Methacrylamidopropyltrimethyl-ammonium chloride [Cl-].C(C(=C)C)(=O)NCCC[N+](C)(C)C